C(N)(=O)C=1C=C(C(=C(OC[C@H](CCCNC(OCC2=CC=CC=C2)=O)NC(OC(C)(C)C)=O)C1)Cl)[N+](=O)[O-] (S)-benzyl tert-butyl (5-(5-carbamoyl-2-chloro-3-nitrophenoxy)pentane-1,4-diyl)dicarbamate